CCCCBr 4-butylbromide